6-chloro-2-(1-cyclopropyl-2-hydroxy-2-methylpropyl)-7-(4-(5-methyl-1,3,4-oxadiazol-2-yl)phenyl)isoindolin-1-one ClC1=CC=C2CN(C(C2=C1C1=CC=C(C=C1)C=1OC(=NN1)C)=O)C(C(C)(C)O)C1CC1